3-(3-methoxybenzyl)-6-(1H-pyrazol-4-yl)quinazolin-4(3H)-one COC=1C=C(CN2C=NC3=CC=C(C=C3C2=O)C=2C=NNC2)C=CC1